NC1=NC=CC=C1C1=NC=2C(=NC(=CC2)C=2C=C(C=CC2)N2CCC(CC2)N(C(C)=O)C)N1C1=CC=C(C=C1)CO N-(1-(3-(2-(2-Aminopyridin-3-yl)-3-(4-(hydroxymethyl)phenyl)-3H-imidazo[4,5-b]pyridin-5-yl)phenyl)piperidin-4-yl)-N-methylacetamide